C(C1=CC=CC=C1)OCC[C@H](CO[Si](C(C)C)(C(C)C)C(C)C)C (R)-(4-(benzyloxy)-2-methylbutoxy)triisopropylsilane